O=C(CCCC1=C2C(NC(C2=CC=C1)=O)=O)C (4-oxopentyl)isoindole-1,3-dione